2-(6-((2-(2-fluoro-5-((6-fluoro-4-methyl-1H-indol-5-yl)oxy)phenyl)-1H-imidazol-5-yl)methyl)pyridin-2-yl)acetic acid FC1=C(C=C(C=C1)OC=1C(=C2C=CNC2=CC1F)C)C=1NC(=CN1)CC1=CC=CC(=N1)CC(=O)O